2-pyridinecarbaldehyde N1=C(C=CC=C1)C=O